(6-(2-methylpyrimidin-5-yl)-1H-indol-3-yl)acetic acid CC1=NC=C(C=N1)C1=CC=C2C(=CNC2=C1)CC(=O)O